(2,2'-dichloro-3'-(5-formyl-6-methoxypyridin-2-yl)-[1,1'-biphenyl]-3-yl)-1,3-dimethyl-2,4-dioxo-1,2,3,4-tetrahydropyrimidine-5-carboxamide ClC1=C(C=CC=C1C1=C(C(N(C(N1C)=O)C)=O)C(=O)N)C1=C(C(=CC=C1)C1=NC(=C(C=C1)C=O)OC)Cl